6-chloro-N-[5-(2-cyanocyclopropyl)-4,6-dimethoxy-pyrimidin-2-yl]-7-(triazol-2-yl)-1H-indole-3-sulfonamide ClC1=CC=C2C(=CNC2=C1N1N=CC=N1)S(=O)(=O)NC1=NC(=C(C(=N1)OC)C1C(C1)C#N)OC